CC=1N=CSC1CCN 2-(4-methylthiazol-5-yl)ethan-1-amine